FC(COC=1C=NC(=NC1)C=1C(=NC=CN1)C(C)NC(C1=CC(=CC(=C1)C(F)(F)F)OC(F)F)=O)F N-[1-[3-[5-(2,2-difluoroethoxy)pyrimidin-2-yl]pyrazin-2-yl]ethyl]-3-(difluoromethoxy)-5-(trifluoromethyl)benzamide